9-bromo-N,N,4,7-tetramethyl-5-oxo-imidazo[1,5-a]quinazoline-3-carboxamide BrC=1C=C(C=C2C(N(C=3N(C12)C=NC3C(=O)N(C)C)C)=O)C